3,4-dimethyl-N-[[4-(2-pyridyl)phenyl]methyl]pyrimido[4',5':4,5]thieno[2,3-c]pyridazin-8-amine CC1=C(C2=C(N=N1)SC1=C2N=CN=C1NCC1=CC=C(C=C1)C1=NC=CC=C1)C